2-((R)-3-(Biphenyl-4-yl)-2-(N-hydroxyformamido)propionylamino)propanoic acid C1(=CC=C(C=C1)C[C@H](C(=O)NC(C(=O)O)C)N(C=O)O)C1=CC=CC=C1